(E)-3-(2-((4-(2-(4-chloro-2-fluorophenyl)-2-methylbenzo[D][1,3]dioxol-4-yl)piperidin-1-yl)methyl)-1-(2-hydroxybutyl)-1H-imidazol-5-yl)acrylic acid ClC1=CC(=C(C=C1)C1(OC2=C(O1)C=CC=C2C2CCN(CC2)CC=2N(C(=CN2)/C=C/C(=O)O)CC(CC)O)C)F